diethylene glycol diacrylate terephthalate C(C1=CC=C(C(=O)O)C=C1)(=O)O.C(C=C)(=O)O.C(C=C)(=O)O.C(COCCO)O